COC(=O)OC1=CC=C(C=C1)C(C(=O)O)C 2-(4-(Methoxycarbonyloxy)phenyl)propanoic acid